2-(4-(5-amino-1-(1-(but-2-ynoyl)pyrrolidin-3-yl)imidazo[1,5-c]pyrimidin-3-yl)-3-fluorophenoxy)isonicotinonitrile NC1=NC=CC=2N1C(=NC2C2CN(CC2)C(C#CC)=O)C2=C(C=C(OC=1C=C(C#N)C=CN1)C=C2)F